O1CCCC=2C=NC=CC21 3,4-dihydro-2H-pyrano[3,2-c]pyridin